N2-acryloyl-N1-(6-{[amino(imino)methyl]amino}hexyl)-2-methylalaninamide C(C=C)(=O)NC(C)(C(=O)NCCCCCCNC(=N)N)C